4-(4-aminopiperidin-1-yl)-3-(5-chloro-1H-1,3-benzodiazol-2-yl)-5-(3-fluoro-5-methylphenyl)-N-methylpyridin-2-amine NC1CCN(CC1)C1=C(C(=NC=C1C1=CC(=CC(=C1)C)F)NC)C1=NC2=C(N1)C=CC(=C2)Cl